monomethylmonooleyl-ammonium chloride [Cl-].C[NH2+]CCCCCCCC\C=C/CCCCCCCC